(2r,3r,4r,5s)-3,4,5-tris(benzyloxy)-1-(4-chloro-2-fluorophenylethyl)-2-methylpiperidine C(C1=CC=CC=C1)O[C@@H]1[C@H](N(C[C@@H]([C@H]1OCC1=CC=CC=C1)OCC1=CC=CC=C1)CCC1=C(C=C(C=C1)Cl)F)C